N(=C=O)C(C)C1=C(C=C(C=C1)C(F)(F)F)C 1-(1-Isocyanatoethyl)-2-methyl-4-(trifluoromethyl)benzene